FC([C@H]1N(S(OC1)(=O)=O)C(=O)OCC1=CC=CC=C1)(F)F Benzyl (S)-4-(trifluoromethyl)-1,2,3-oxathiazolidine-3-carboxylate 2,2-dioxide